2,3-difluoro-4-(3-methoxycyclobutyl)benzonitrile FC1=C(C#N)C=CC(=C1F)C1CC(C1)OC